2-(3-{[(1R,2R)-2-aminocyclohexyl]amino}-5-methyl-1,2,4-triazin-6-yl)-5-(trifluoromethyl)phenol N[C@H]1[C@@H](CCCC1)NC=1N=NC(=C(N1)C)C1=C(C=C(C=C1)C(F)(F)F)O